(1-(3-methylnaphthalen-1-yl)cyclopropyl)benzamide CC=1C=C(C2=CC=CC=C2C1)C1(CC1)C1=C(C(=O)N)C=CC=C1